O.S(=O)(=O)([O-])[O-].[Tm+3].S(=O)(=O)([O-])[O-].S(=O)(=O)([O-])[O-].[Tm+3] thulium sulfate hydrate